CN1C=NC=2C=NC(=CC21)C(=O)O 1-methyl-1H-imidazo[4,5-c]pyridine-6-carboxylic acid